C(C)C=1N=C2N(C=C(C=N2)F)C1C(=O)C1=CC(=C(C=C1)OC)C(F)(F)F (2-ethyl-6-fluoroimidazo[1,2-a]pyrimidin-3-yl)(4-methoxy-3-(trifluoromethyl)phenyl)methanone